5-[(cyclopropylmethyl)amino]pyridine-3-carboxylic acid C1(CC1)CNC=1C=C(C=NC1)C(=O)O